(4-(4-(aminomethyl)-1-oxo-1,2-dihydro-phthalazin-6-yl)-1-cyclopropyl-1H-pyrazol-5-yl)-4-chloro-6-cyclopropoxy-3-fluorobenzonitrile NCC1=NNC(C2=CC=C(C=C12)C=1C=NN(C1C1=C(C#N)C(=CC(=C1F)Cl)OC1CC1)C1CC1)=O